2-(bis(3-chloro-4-fluorophenyl)methyl)-N-(cyanomethyl)-1H-imidazole-5-sulfonamide ClC=1C=C(C=CC1F)C(C=1NC(=CN1)S(=O)(=O)NCC#N)C1=CC(=C(C=C1)F)Cl